C=1(C(=CC(=CC1)C(=O)[O-])C(=O)[O-])C(=O)[O-] 1,2,4-benzenetricarboxylate